C(C)(C)(C)[Si](C)(C)OC\C=C\C1=CC(=C(C=C1)[N+](=O)[O-])F (E)-tert-butyl((3-(3-fluoro-4-nitrophenyl)allyl)oxy)dimethylsilane